NC=1C(=NC2=C(C(=C(C=C2C1NC1C2CN(C1C2)C(=O)OC(C)(C)C)CCC#N)C2=CC(=CC1=CC=CC=C21)O)F)N2CC(C2)N(C)C tert-butyl (endo)-5-((3-amino-6-(2-cyanoethyl)-2-(3-(dimethylamino)-azetidin-1-yl)-8-fluoro-7-(3-hydroxynaphthalen-1-yl)quinolin-4-yl)amino)-2-azabicyclo[2.1.1]-hexane-2-carboxylate